2-(2,5-dimethoxy-4-(methylthio)phenyl)ethan-1,1-d2-1-amine COC1=C(C=C(C(=C1)SC)OC)CC(N)([2H])[2H]